5-(2-methylcyclopropyl)pyrimidin-2-amine CC1C(C1)C=1C=NC(=NC1)N